[4-[[1-(6-amino-3-pyridyl)-4-piperidyl]-difluoro-methyl]phenyl]methanol NC1=CC=C(C=N1)N1CCC(CC1)C(C1=CC=C(C=C1)CO)(F)F